(1S,2S)-(R)-4,4-dimethyl-2-oxotetrahydrofuran-3-yl 2-(6-chloropyridazin-3-yl)-1-(2-methoxy-5-methylphenyl)cyclopropanecarboxylate ClC1=CC=C(N=N1)[C@@H]1[C@](C1)(C(=O)O[C@H]1C(OCC1(C)C)=O)C1=C(C=CC(=C1)C)OC